ClC1=CC=C(COC2=NN=C(S2)NC(C2=C(N=CC=C2)N2CC3(N(CC2)C(CC3)=O)[2H])=O)C=C1 N-(5-((4-chlorobenzyl)oxy)-1,3,4-thiadiazol-2-yl)-2-(6-oxohexahydropyrrolo[1,2-a]pyrazin-2(1H)-yl-8a-d)nicotinamide